N-(3-(trifluoromethyl)bicyclo[1.1.1]pentan-1-yl)-2-oxo-2-((4R,5S)-3,3,7,7-tetrafluoro-4-hydroxy-1-azaspiro[4.4]nonan-1-yl)acetamide FC(C12CC(C1)(C2)NC(C(N2CC([C@@H]([C@]21CC(CC1)(F)F)O)(F)F)=O)=O)(F)F